3-(5-(4-(((cyclopropylmethyl)(propyl)amino)methyl)pyridin-2-yl)-1-oxoisoindolin-2-yl)piperidine-2,6-dione C1(CC1)CN(CCC)CC1=CC(=NC=C1)C=1C=C2CN(C(C2=CC1)=O)C1C(NC(CC1)=O)=O